C(C1CO1)OCCC[Si](OC)(OC)OC 3-(2,3-epoxypropoxy)-propyltrimethoxysilane